(R)-1-((R)-Pyrrolidin-3-yl)piperidin-3-ol N1C[C@@H](CC1)N1C[C@@H](CCC1)O